FC1(CCN(CC1)C1=CC(=CC(=N1)NC1=NC=CC2=CC(=CC(=C12)N1CCC2(CC2)CC1)NS(=O)(=O)CCO)C)F N-(1-((6-(4,4-Difluoropiperidin-1-yl)-4-methylpyridin-2-yl)amino)-8-(6-azaspiro[2.5]octan-6-yl)isoquinolin-6-yl)-2-hydroxyethane-1-sulfonamide